C(=CC1=CC=CC=C1)C(=O)N styreneformamide